2-amino-5-dihydroxyboryl-2,3-dihydro-1H-indene-2-carboxylic acid NC1(CC2=CC=C(C=C2C1)B(O)O)C(=O)O